CC1(C2=CC=CC(=C2OC=2C(=CC=CC12)P(C1=CC=CC=C1)C1=C(C=CC=C1)OC)P(C1=CC=CC=C1)C1=C(C=CC=C1)OC)C (+)-(9,9-Dimethyl-9H-xanthene-4,5-diyl)bis((2-methoxyphenyl)(phenyl)phosphine)